C(CCC)C=1CC2=CC=CC=C2C1 2-butyl-indene